C(C)OC(=O)[C@@H]1[C@H](C1)C(=O)O (1S,2S)-2-(ethoxycarbonyl)cyclopropanecarboxylic acid